N2-(2-((2S,4R)-4-amino-1-(6-chloroimidazo[1,2-a]pyridine-2-carbonyl)pyrrolidin-2-yl)thiazole-4-carbonyl)-N6-carbamimidoyl-L-lysine N[C@@H]1C[C@H](N(C1)C(=O)C=1N=C2N(C=C(C=C2)Cl)C1)C=1SC=C(N1)C(=O)N[C@@H](CCCCNC(N)=N)C(=O)O